3-(5-(((3S*,4R)-1-ethyl-4-fluoropiperidin-3-yl)oxy)-1-oxoisoindolin-2-yl)piperidine-2,6-dione C(C)N1C[C@@H]([C@@H](CC1)F)OC=1C=C2CN(C(C2=CC1)=O)C1C(NC(CC1)=O)=O |o1:4|